S(C#N)C#N.C(C)N1CN(C=C1)C 1-ethyl-3-methylimidazole thiocyanide salt